1-[1-[(3-acetamidophenyl)methyl]-4-(cyanomethyl)-4-piperidyl]-3-(cyclopropanecarbonylamino)pyrazole-4-carboxamide C(C)(=O)NC=1C=C(C=CC1)CN1CCC(CC1)(CC#N)N1N=C(C(=C1)C(=O)N)NC(=O)C1CC1